BrC=1SC(=C(N1)C(=O)OCC)NC=1C=NN(C1)C Ethyl 2-bromo-5-((1-methyl-1H-pyrazol-4-yl)amino)thiazole-4-carboxylate